4-bromo-1-(difluoromethyl)-1H-pyrazole-5-carboxylic acid ethyl ester C(C)OC(=O)C1=C(C=NN1C(F)F)Br